(1-(tetrahydro-2H-pyran-2-yl)-1H-pyrazol-4-yl)imidazo[1,2-a]pyrimidine-7-carboxylic acid O1C(CCCC1)N1N=CC(=C1)C=1N=C2N(C=CC(=N2)C(=O)O)C1